CC1=C(C=2N(N=C1N1CC=3C=C(C=NC3CC1)C=1C(=NOC1C)C)C(=NN2)C(F)(F)F)C 4-[6-[7,8-dimethyl-3-(trifluoromethyl)-[1,2,4]triazolo[4,3-b]pyridazin-6-yl]-7,8-dihydro-5H-1,6-naphthyridin-3-yl]-3,5-dimethyl-isoxazole